[S].[Na] Sodium Sulfur